O=[Se] (oxy) selenide